α-hydroxyacetic acid OCC(=O)O